FC(C1=CC=C(C=C1)C1=CC=C(C=C1)C=1C=NC=CC1)(F)F 3-(4'-(trifluoromethyl)-[1,1'-biphenyl]-4-yl)pyridine